2-iodo-3-methoxy-7,8-dihydro-6H-spiro[quinoline-5,2'-[1,3]dioxolane] IC1=NC=2CCCC3(OCCO3)C2C=C1OC